methyl 6-chloro-6,6-difluoro-3,5-dioxo-hexanoate ClC(C(CC(CC(=O)OC)=O)=O)(F)F